N-(4-(4-amino-5-(3-methoxy-4-((1-methylcyclohexyl)oxy)phenyl)pyrazolo[5,1-f][1,2,4]triazin-6-yl)phenyl)acrylamide NC1=NC=NN2C1=C(C(=N2)C2=CC=C(C=C2)NC(C=C)=O)C2=CC(=C(C=C2)OC2(CCCCC2)C)OC